COC(=O)C=1C=C2C=C(NC2=C(C1F)N)C 7-amino-6-fluoro-2-methyl-1H-indole-5-carboxylic acid methyl ester